9-(1-((6-chloro-2-(2-(methyl-d3)-2H-tetrazol-5-yl)pyridin-3-yl)amino)ethyl-1-d)-3-(6-(hydroxymethyl)pyridin-3-yl)-7-methyl-4-(methyl-d3)imidazo[1,5-a]quinazolin-5(4H)-one ClC1=CC=C(C(=N1)C=1N=NN(N1)C([2H])([2H])[2H])NC(C)([2H])C=1C=C(C=C2C(N(C=3N(C12)C=NC3C=3C=NC(=CC3)CO)C([2H])([2H])[2H])=O)C